tert-butyl (2-amino-4-fluoro-5-(4-(4-methyl-2-oxopiperazin-1-yl)piperidin-1-yl)phenyl)carbamate NC1=C(C=C(C(=C1)F)N1CCC(CC1)N1C(CN(CC1)C)=O)NC(OC(C)(C)C)=O